CC1(CCN(CC1)C1=NC2=C(C=C(C=C2C(N1C)=O)C)C(C)NC1=C(C(=O)O)C=C(C=C1)F)C ((1-(2-(4,4-dimethylpiperidin-1-yl)-3,6-dimethyl-4-oxo-3,4-dihydroquinazolin-8-yl)ethyl)amino)-5-fluorobenzoic acid